N-(3-methoxybenzyl)-4-methyl-N-(4-morpholinobenzyl)-5-(morpholinomethyl)oxazol-2-amine COC=1C=C(CN(C=2OC(=C(N2)C)CN2CCOCC2)CC2=CC=C(C=C2)N2CCOCC2)C=CC1